C(C)(C)(C)C1=CN=C(O1)CSC1=CN=C(S1)NC(=O)C1CCN(CC1)CC(=O)NCCOCCOCCNC(OC(C)(C)C)=O tert-butyl (2-(2-(2-(2-(4-((5-(((5-(tert-butyl)oxazol-2-yl)methyl) thio)thiazol-2-yl)carbamoyl)piperidin-1-yl)acetamido)ethoxy)ethoxy)ethyl)carbamate